N1(C=NC=C1)C=1C=C(CN(C2=CC(=NC=C2)OCCOCCN2CCOCC2)CC2=CC(=CC=C2)OC)C=CC1 N-(3-(1H-imidazol-1-yl)benzyl)-N-(3-methoxybenzyl)-2-(2-(2-morpholinoethoxy)ethoxy)pyridin-4-amine